N1C2=C(CCCC1)CCC2=O 2,3,4,5,6,7-Hexahydrocyclopenta[b]azepin-8(1H)-one